COC1=CC=C(C=N1)NC1=NC=2N(C=C1)N=CC2C=2C=C(C=CC2)O 3-[5-[(6-methoxy-3-pyridyl)amino]pyrazolo[1,5-a]pyrimidin-3-yl]phenol